bromo-3,5-dichloro-2-methyl-pyrazine BrC1=C(N=C(C(=N1)C)Cl)Cl